(2R,3S)-2-((2-Chloro-6-((2S,5R)-4-((4-chlorophenyl)(3,3-difluorocyclobutyl)methyl)-5-ethyl-2-methylpiperazin-1-yl)-8-methyl-9H-purin-9-yl)methyl)tetrahydrofuran-3-ol ClC1=NC(=C2N=C(N(C2=N1)C[C@H]1OCC[C@@H]1O)C)N1[C@H](CN([C@@H](C1)CC)C(C1CC(C1)(F)F)C1=CC=C(C=C1)Cl)C